1-(1,3-cyclohexadienylmethyl)-3-methylbenzene C1(=CC=CCC1)CC1=CC(=CC=C1)C